O[C@H]([C@H](CO)NC(=O)N1C2=CC=C(C=C2SC=2C=C(C=CC12)N(C)C)N(C)C)C1=CC=C(C=C1)[N+](=O)[O-] N-((1S,2S)-1,3-dihydroxy-1-(4-nitrophenyl)propan-2-yl)-3,7-bis(dimethylamino)-10H-phenothiazine-10-carboxamide